C(C)N(CC)CCN 2-(N,N-diethylamino)-ethylamine